C(C1=CC=CC=C1)N1N=CC(=C1)C(=O)N1CC2(CNC2)C(C1)C(=O)OCC ethyl 6-(1-benzyl-1H-pyrazole-4-carbonyl)-2,6-diazaspiro[3.4]octane-8-carboxylate